NC=1C=C(C=C2C=C(NC12)C1=CC=CC=C1)COCCOCC(CC)(CC)O 3-((2-((7-amino-2-phenyl-1H-indol-5-yl)methoxy)ethoxy)methyl)pentan-3-ol